NC1=C(C(=O)NC2CCC(CC2)O)C=C(C=N1)C1=CC=C(C=C1)[C@@]12CN(C[C@H]2C1)C1CCOCC1 2-amino-N-((1r,4r)-4-hydroxycyclohexyl)-5-(4-((1r,5s)-3-(tetrahydro-2H-pyran-4-yl)-3-azabicyclo[3.1.0]hex-1-yl)phenyl)nicotinamide